bromo-4-chloro-2-[(4-methoxyphenyl)methyl]-2H-[1,2,3]triazolo[4,5-c]quinoline BrC1=CC=CC=2C=3C(C(=NC12)Cl)=NN(N3)CC3=CC=C(C=C3)OC